FC1=CC=C(C=C1)C1CCN(CC1)CCCCCN1C(NC2=C1C=CC=C2)=O 1-(5-(4-(4-fluorophenyl)piperidin-1-yl)pentyl)-1H-benzo[d]imidazol-2(3H)-one